C(C1=CC=CC=C1)C1=C(C=CC=2N3C(COCC21)=NN=C3C)C#CCCO 4-(7-benzyl-1-methyl-4H,6H-benzo[e][1,2,4]triazolo[3,4-c][1,4]oxazepin-8-yl)but-3-yn-1-ol